N,N,N-trimethyl-adamantyl-ammonium hydroxide [OH-].C[N+](C)(C)C12CC3CC(CC(C1)C3)C2